5-ethyl-N-[rac-(3S)-5-methyl-4-oxo-2,3-dihydro-1,5-benzoxazepin-3-yl]-5,6,7,8-tetrahydro-[1,2,4]triazolo[1,5-a]pyridine-2-carboxamide C(C)C1CCCC=2N1N=C(N2)C(=O)N[C@H]2COC1=C(N(C2=O)C)C=CC=C1 |r|